1-(4-chloro-3-fluorophenyl)-N-hydroxycyclopropane-1-carboximidamide ClC1=C(C=C(C=C1)C1(CC1)C(NO)=N)F